ClC(C(=O)C=1C=C2C(=CC=CO2)CC1)C 7-(2-chloropropionyl)-5H-1-benzopyran